C(C1=CC=CC=C1)OC(=O)N1[C@H](C(C[C@H]1C)=NO)CO[C@@H]1CC[C@@H](CC1)C1=CC=CC=C1 Benzyl-(2R,5R)-3-(hydroxyimino)-5-methyl-2-({[(CIS)-4-phenylcyclohexyl]oxy}methyl)pyrrolidine-1-carboxylate